FC1=CC=C(C=C1)C1=CC(=C(C=N1)CNC(C=C)=O)C1=NN=C(N1)C(F)(F)F N-((6-(4-fluorophenyl)-4-(5-(trifluoromethyl)-4H-1,2,4-triazol-3-yl)pyridin-3-yl)methyl)acrylamide